4-[5-(aminomethyl)pyrimidin-2-yl]-3-[(2-methyl-5-pyrrolidin-1-ylpyrazol-3-yl)methyl]benzonitrile NCC=1C=NC(=NC1)C1=C(C=C(C#N)C=C1)CC=1N(N=C(C1)N1CCCC1)C